4'-((2-butyl-4-oxo-1,3-diazaspiro[4.4]non-1-en-3-yl)methyl)-2'-((cyclopropylmethoxy)methyl)-N-(4,5-dimethylisoxazol-3-yl)-N-(methoxymethyl)-[1,1'-biphenyl]-2-sulfonamide C(CCC)C1=NC2(C(N1CC1=CC(=C(C=C1)C=1C(=CC=CC1)S(=O)(=O)N(COC)C1=NOC(=C1C)C)COCC1CC1)=O)CCCC2